4-{[2-(difluoromethyl)phenyl]methyl}-N-{[4-(furan-2-yl)phenyl]methyl}-6-methyl-1-(2-methylpropanoyl)piperazine-2-carboxamide FC(C1=C(C=CC=C1)CN1CC(N(C(C1)C)C(C(C)C)=O)C(=O)NCC1=CC=C(C=C1)C=1OC=CC1)F